Magnesium azelate hydroxide [OH-].C(CCCCCCCC(=O)O)(=O)[O-].[Mg+2]